C1(CC1)N1C=C(C(C2=CC(=C(C=C12)N1C[C@@H](OCC1)CO)F)=O)CN(CC1=CC(=NC=C1)C)[C@@H]1CN(CCC1)C=1C=NC(=CC1)C 1-cyclopropyl-6-fluoro-7-[(2R)-2-(hydroxymethyl)morpholin-4-yl]-3-({[(3S)-1-(6-methylpyridin-3-yl)piperidin-3-yl][(2-methylpyridin-4-yl)methyl]amino}methyl)-1,4-di-hydroquinolin-4-one